Cl.NCC(=O)C1=C(C(=CC=C1)Cl)Cl 2-amino-1-(2,3-dichlorophenyl)ethanone hydrochloride